pyrazolo[1,5-a]pyridin-2-amine N1=C(C=C2N1C=CC=C2)N